F\C(\C(=O)NC=1C=C2C(=NC=NC2=CC1OC)NC1=C(C=C(C(=C1)C)OC1=CC2=CC=CC=C2C=C1)OC)=C/[C@@H]1N(CCC1)C (R,Z)-2-fluoro-N-(7-methoxy-4-((2-methoxy-5-methyl-4-(naphthalen-2-yloxy)phenyl)amino)quinazolin-6-yl)-3-(1-methylpyrrolidin-2-yl)acrylamide